N1(CCN(CC1)CCS(=O)(=O)[O-])CCS(=O)(=O)[O-].[Na+].[Na+] sodium 1,4-piperazinediethanesulfonate